2-((2-nitrophenyl)sulfonyl)-5,8,11-trioxa-2-azatridecane-13-yl methanesulfonate CS(=O)(=O)OCCOCCOCCOCCN(C)S(=O)(=O)C1=C(C=CC=C1)[N+](=O)[O-]